3-[(3R)-8-[2-[1-[3-(2,4-dioxo-1,3-diazinan-1-yl)-5-fluoro-1-methylindazol-6-yl]-4-hydroxypiperidin-4-yl]acetyl]-1-oxa-8-azaspiro[4.5]decan-3-yl]-4-oxoquinazolin O=C1N(CCC(N1)=O)C1=NN(C2=CC(=C(C=C12)F)N1CCC(CC1)(O)CC(=O)N1CCC2(C[C@H](CO2)N2C=NC3=CC=CC=C3C2=O)CC1)C